P(O)(=O)(OP(=O)(O)O)OC[C@@H]1[C@H]([C@H]([C@@H](O1)N1C=NC=2C(=O)NC(N)=NC12)O)OC(NCCN)=O 3'-O-(2-aminoethyl-carbamoyl)guanosine-5'-diphosphate